ClC1=NC(=CC(=C1)C1=C(C(=O)O)C=C(C=C1)F)Cl 2-(2,6-dichloropyridin-4-yl)-5-fluoro-benzoic acid